CC=1C=C(SC1C)N1N(NC(=N1)C1=CC(=CC=C1)OCC(=O)O)C1=CC=C(C=C1)S(=O)(=O)O 3-(4,5-dimethylthiophen-2-yl)-5-(3-carboxymethoxyphenyl)-2-(4-sulfophenyl)-2H-tetrazole